C(C)(=O)O[C@H]1C[C@H]([C@@]2(CC[C@H]3C(C[C@@H](C[C@@H]3[C@H]2C1=O)C=1C=NC=CC1)=O)C)C(=O)OC methyl (1R,3S,4aR,4bS,6R,8aR,10aR)-3-acetoxy-10a-methyl-4,8-dioxo-6-(pyridin-3-yl)tetradecahydrophenanthrene-1-carboxylate